OC1(C(NC(N1)=O)=O)C 5-hydroxy-5-methylhydantoin